tertbutyl ((R)-3-methoxy-1-oxo-1-(((R)-3-phenyl-1-(4,4,5,5-tetramethyl-1,3,2-dioxaborolan-2-yl) propyl)amino)propan-2-yl)carbamate COC[C@H](C(N[C@@H](CCC1=CC=CC=C1)B1OC(C(O1)(C)C)(C)C)=O)NC(OC(C)(C)C)=O